NCCCN(CCCNC1=CC(=NC(=C1)OCCN1CCCC1)C1=CC=C(C=C1)OC)C N-{3-[(3-aminopropyl)(methyl)amino]propyl}-2-(4-methoxyphenyl)-6-[2-(pyrrolidin-1-yl)ethoxy]pyridin-4-amine